1-(5-((4-(6,7-dihydro-5H-cyclopenta[4,5]thieno[2,3-d]pyrimidin-4-yl)piperidin-1-yl)methyl)-1-oxoisoindolin-2-yl)dihydropyrimidine-2,4(1H,3H)-dione N1=CN=C(C2=C1SC1=C2CCC1)C1CCN(CC1)CC=1C=C2CN(C(C2=CC1)=O)N1C(NC(CC1)=O)=O